4-hydroxy-4-methyl-pyrrolidine-1-carboxylate OC1(CCN(C1)C(=O)[O-])C